1-phenyl-3-ferrocenylKetene-13C C1(=CC=CC=C1)[C-]1C=C(C=C1)[13CH]=C=O.[CH-]1C=CC=C1.[Fe+2]